C(C)(C)(C)OC(NC(COC=1C=C2CC(CC2=C(C1)F)C=O)COC)=O N-[1-[(7-fluoro-2-formyl-2,3-dihydro-1H-inden-5-yl)oxy]-3-methoxypropan-2-yl]carbamic acid tert-butyl ester